ONC(CC(C(=O)N[C@@H](C(C)(C)C)C(=O)N[C@@H](C)C(=O)NCCN)CC(C)C)=O N-[2-[2-(hydroxyamino)-2-oxoethyl]-4-methyl-1-oxopentyl]-3-methyl-L-valyl-N-(2-aminoethyl)-L-alaninamide